(5s,7s)-7-fluoro-5-(2-fluorophenyl)-2-(trifluoromethylsulfonyl)-6,7-dihydro-5H-pyrrolo[1,2-b][1,2,4]triazole F[C@H]1C[C@H](N2N=C(N=C21)S(=O)(=O)C(F)(F)F)C2=C(C=CC=C2)F